BrC=1C=CC(=NC1)[N+]=1NN=NC1 (5-bromopyridin-2-yl)tetrazolium